8-(5-(2-Cyclopropyl-1,2,3,4-tetrahydroisoquinolin-6-yl)-1H-pyrazolo[3,4-b]pyridin-3-yl)-3,4-dihydrobenzo[f][1,4]oxazepin-5(2H)-one C1(CC1)N1CC2=CC=C(C=C2CC1)C=1C=C2C(=NC1)NN=C2C2=CC1=C(C(NCCO1)=O)C=C2